2-methoxyethyl α-cyanoacrylate C(#N)C(C(=O)OCCOC)=C